tert-butyl (2S,4S)-4-((tert-butyldimethylsilyl)oxy)-2-((1,3-dioxoisoindolin-2-yl)methyl)pyrrolidine-1-carboxylate [Si](C)(C)(C(C)(C)C)O[C@H]1C[C@H](N(C1)C(=O)OC(C)(C)C)CN1C(C2=CC=CC=C2C1=O)=O